FC1C[C@H]2CC[C@@H](C1)N2 (1R,3R,5S)-3-fluoro-8-azabicyclo[3.2.1]octane